(S)-N-(6-(cyclopropylmethoxy)pyridazin-3-yl)-2-((S)-4,4-difluoro-3-(5-(morpholinomethyl)-6-oxo-1,6-dihydropyridin-3-yl)piperidin-1-yl)propanamide C1(CC1)COC1=CC=C(N=N1)NC([C@H](C)N1C[C@@H](C(CC1)(F)F)C1=CNC(C(=C1)CN1CCOCC1)=O)=O